FC1=CC(=C(OC=2C(=NC=NC2)N2CC3(CCN(C3)CC3=CC4=C(NC(N4)=O)C=C3)CC2)C=C1)N1C(CCC1=O)C(C)C 5-((7-(5-(4-fluoro-2-(2-isopropyl-5-oxopyrrolidin-1-yl)phenoxy)pyrimidin-4-yl)-2,7-diazaspiro[4.4]nonan-2-yl)methyl)-1,3-dihydro-2H-benzo[d]imidazol-2-one